OC1=CC=C(C=C1)C1=C2NC(=C1)C=C1C=CC(=N1)C=C1C=CC(N1)=CC=1C=CC(N1)=C2 4-hydroxyphenyl-porphine